1,1,1,3,3,3-hexafluoro-2-(2'-fluoro-4'-((8-(pyridin-4-ylmethyl)-3,8-diazabicyclo[3.2.1]octan-3-yl)methyl)-[1,1'-biphenyl]-4-yl)propan-2-ol FC(C(C(F)(F)F)(O)C1=CC=C(C=C1)C1=C(C=C(C=C1)CN1CC2CCC(C1)N2CC2=CC=NC=C2)F)(F)F